ClC1=C2CCN([C@@H](C2=C(C(=C1)F)OCC=1N=NN(C1C(F)F)C)CN1C(CCC1)=O)C(=O)OC(C)(C)C tert-butyl (S)-5-chloro-8-((5-(difluoromethyl)-1-methyl-1H-1,2,3-triazol-4-yl) methoxy)-7-fluoro-1-((2-oxopyrrolidin-1-yl) methyl)-3,4-dihydroisoquinoline-2(1H)-carboxylate